N-(aminomethyl)-3-aminopropyl-methoxysilane NCNCCC[SiH2]OC